CC(=CCC/C(=C/CO)/C)C β-Geraniol